hexafluoro-dichlorobutene FC(C(C(=C(Cl)Cl)F)(F)F)(F)F